(3R,7S)-2-(3,4-dichlorobenzoyl)-9-((S*)-1-(6-(difluoromethoxy)pyridin-3-yl)ethyl)-3-methyl-10-oxo-1,2,3,4,7,8,9,10-octahydropyrido[4',3':3,4]pyrazolo[1,5-a]pyrazine-7-carboxamide ClC=1C=C(C(=O)N2CC=3C(=NN4C3C(N(C[C@H]4C(=O)N)[C@@H](C)C=4C=NC(=CC4)OC(F)F)=O)C[C@H]2C)C=CC1Cl |o1:20|